C(CCCCCCCCC)(=O)OC(CSCCCCCC)CCCCCC(CCCCCC(CSCCCCCC)OC(CCCCCCCCC)=O)N(CCC)CCCCO 1,15-bis(hexylthio)-8-((4-hydroxybutyl)(propyl)amino)pentadecane-2,14-diyl bis-(decanoate)